1-chloro-6-methyl-5-nitroisoquinoline ClC1=NC=CC2=C(C(=CC=C12)C)[N+](=O)[O-]